3-((7-fluoroisoindolin-5-yl)methyl)quinolin FC=1C=C(C=C2CNCC12)CC=1C=NC2=CC=CC=C2C1